COCC(=O)OOC1=NN(C(=C1Br)C=1C(=NC(=CC1)F)C)C1=C(C=CC=C1)F Methyl-(2RS)-{[4-bromo-1-(2-fluorophenyl)-5-(6-fluoropyridin-3-yl)-1H-pyrazol-3-yl]oxy} (methoxy)-acetat